N-((1H-indazol-6-yl)methyl)-N-(3-methoxybenzyl)-2-((2-morpholinoethoxy)methyl)pyridin-4-amine N1N=CC2=CC=C(C=C12)CN(C1=CC(=NC=C1)COCCN1CCOCC1)CC1=CC(=CC=C1)OC